tert-butyl ((4-(1-(2-hydroxyethyl)-1H-pyrazol-4-yl)-1-(4-(trifluoromethoxy)phenyl)-1H-pyrazolo[3,4-b]pyridin-3-yl)methyl)carbamate OCCN1N=CC(=C1)C1=C2C(=NC=C1)N(N=C2CNC(OC(C)(C)C)=O)C2=CC=C(C=C2)OC(F)(F)F